4-bromobenzo[b]thiophene-2-carbaldehyde BrC1=CC=CC=2SC(=CC21)C=O